SCCC[Si]1(OC(CC(O1)(C)C)C)OC(CC(O[Si]1(OC(CC(O1)(C)C)C)CCCS)(C)C)C 3-(2-{3-[2-(3-mercapto-propyl)-4,4,6-trimethyl-[1,3,2]dioxasilinan-2-yloxy]-1,1-dimethyl-butoxy}-4,4,6-trimethyl-[1,3,2]dioxasilinan-2-yl)-propane-1-thiol